(R)-(3-(3-cyclopropyl-1,2,4-thiadiazol-5-yl)-8-methyl-5,6-dihydro-[1,2,4]triazolo[4,3-a]pyrazin-7(8H)-yl)(thiophen-2-yl)methanone C1(CC1)C1=NSC(=N1)C1=NN=C2N1CCN([C@@H]2C)C(=O)C=2SC=CC2